2,2'-{1,4,8-triazacycloundecane-1,8-diylbis[methylene(2-hydroxy-5-methyl-3,1-phenylene)methyleneazanediyl]}di(propane-1,3-diol) N1(CCNCCCN(CCC1)CC=1C(=C(C=C(C1)C)CNC(CO)CO)O)CC=1C(=C(C=C(C1)C)CNC(CO)CO)O